C(#N)C=1N=C(C2=C(N1)N(C=C2)[C@H]2[C@@H]([C@@H]([C@H](O2)COCP(O)(O)=O)O)O)NC2CCC(CC2)(F)F [(2R,3S,4R,5R)-5-[2-cyano-4-[(4,4-difluoro-cyclohexyl)amino]-pyrrolo[2,3-d]-pyrimidin-7-yl]-3,4-dihydroxy-tetrahydro-furan-2-yl]methoxy-methylphosphonic acid